diglycidyl 1,4-cyclohexanedicarboxylate C1(CCC(CC1)C(=O)OCC1CO1)C(=O)OCC1CO1